C1=CC2=CC(=O)C(=O)N=C2N=C1 naphthyridinedione